NC1=NC=CC=C1C=C1C(NC2=CC=C(C=C12)NS(=O)(=O)C1=CC=C(C=C1)C)=O N-(3-((2-aminopyridin-3-yl)methylene)-2-oxoindolin-5-yl)-4-methylbenzenesulfonamide